(S)-6-(8-fluoro-1-oxo-2-(4-((6-oxo-5-(trifluoromethyl)-1,6-dihydropyridazin-4-yl)amino)pentyl)-1,2-dihydroisoquinolin-6-yl)nicotinonitrile FC=1C=C(C=C2C=CN(C(C12)=O)CCC[C@H](C)NC=1C=NNC(C1C(F)(F)F)=O)C1=NC=C(C#N)C=C1